Diethyl 3,3'-(ethane-1,2-diylbis(5-carbamoyl-1H-benzo[d]imidazole-1,2-diyl))bis(4-methoxythieno[3,2-c]pyridine-2-carboxylate) C(CN1C(=NC2=C1C=CC(=C2)C(N)=O)C2=C(SC1=C2C(=NC=C1)OC)C(=O)OCC)N1C(=NC2=C1C=CC(=C2)C(N)=O)C2=C(SC1=C2C(=NC=C1)OC)C(=O)OCC